6-bromo-1-(phenylsulfonyl)-1H-indole BrC1=CC=C2C=CN(C2=C1)S(=O)(=O)C1=CC=CC=C1